N(=C=S)C=1C=C(OCC2CN(C2)C(=O)OC(C)(C)C)C=C(C1)C(F)(F)F tert-butyl 3-((3-isothiocyanato-5-(trifluoromethyl)phenoxy)methyl)azetidine-1-carboxylate